CN(C(C1=CC=C(C=C1)B1OC(C(O1)(C)C)(C)C)=O)C[C@H]1COCC1 (S)-N-methyl-N-((tetrahydrofuran-3-yl)methyl)-4-(4,4,5,5-tetramethyl-1,3,2-dioxaborolan-2-yl)benzamide